methyl 1-benzyl-7-((3-methoxynaphthalen-1-yl) methyl)-5-oxo-8-(3-(trifluoromethyl) phenyl)-1,2,3,5-tetrahydroimidazo[1,2-a]pyridine-3-carboxylate C(C1=CC=CC=C1)N1CC(N2C1=C(C(=CC2=O)CC2=CC(=CC1=CC=CC=C21)OC)C2=CC(=CC=C2)C(F)(F)F)C(=O)OC